COC=1C=C(C=CC1)C1=NN2C(=NC=3C=CC=C(C3C2=N1)C)N[C@@H]1CNCCC1 (3S)-3-{[2-(3-methoxyphenyl)-10-methyl[1,2,4]triazolo[1,5-c]quinazolin-5-yl]amino}piperidin